Tert-butyl 2-[2-[2-(2-prop-2-ynoxyethoxy)ethoxy]ethoxy]acetate C(C#C)OCCOCCOCCOCC(=O)OC(C)(C)C